2-bromo-6-methoxy-N-(2-methyl-2-propenyl)benzamide BrC1=C(C(=O)NCC(=C)C)C(=CC=C1)OC